ClC1=NC=CC(=N1)C=1C=NN(C1)C(CC(F)(F)F)C1=CC=C(C=C1)F 2-chloro-4-(1-(3,3,3-trifluoro-1-(4-fluorophenyl)propyl)-1H-pyrazol-4-yl)-pyrimidine